F[C@@H]1[C@H](CN(CC1)C(=O)OC(C)(C)C)NC1=NC(=CN=C1)C1=CN=C2N1N=C(C(=C2)OC)C(C(F)(F)F)(C)O (3S,4S)-tert-butyl 4-fluoro-3-((6-(7-methoxy-6-(1,1,1-trifluoro-2-hydroxypropan-2-yl)imidazo[1,2-b]pyridazin-3-yl)pyrazin-2-yl)amino)piperidine-1-carboxylate